NC1=NC(=C2N=CN(C2=N1)[C@H]1C[C@H](C1)COP(=O)(OC1=CC=C(C=C1)Br)N[C@@H](CC(=O)OCCCCC)C(=O)OCCCCC)OC Dipentyl (((cis-3-(2-amino-6-methoxy-9H-purin-9-yl)cyclobutyl)methoxy)(4-bromophenoxy)phosphoryl)-L-aspartate